COC(C1=C(C=CC(=C1)CC1CC2(CNC2)C1)OC(F)(F)F)=O 5-(2-Azaspiro[3.3]heptane-6-ylmethyl)-2-(trifluoromethoxy)benzoic acid methyl ester